N-[2,2-dimethyl-6-[3-(1H-pyrazol-5-yl)-1-piperidyl]-3H-benzofuran-5-yl]pyrazolo[1,5-a]pyrimidine-3-carboxamide CC1(OC2=C(C1)C=C(C(=C2)N2CC(CCC2)C2=CC=NN2)NC(=O)C=2C=NN1C2N=CC=C1)C